F[Sb-](F)(F)(F)(F)F.C[N+](CC1=CC=C(C=C1)OC)(C1=CC=CC=C1)C dimethylphenyl-(4-methoxybenzyl)ammonium hexafluoroantimonate